5-(2-chloropyrimidin-4-yl)-7-fluoro-2-methyl-3-(prop-1-en-2-yl)-2H-indazole ClC1=NC=CC(=N1)C1=CC2=C(N(N=C2C(=C1)F)C)C(=C)C